(3S)-Ethyl 3-(3-(hex-5-en-1-yl)-2-oxoazetidin-1-yl)-3-(6-methoxypyridin-3-yl)propanoate C(CCCC=C)C1C(N(C1)[C@@H](CC(=O)OCC)C=1C=NC(=CC1)OC)=O